7-(3-chloro-4-fluorobenzyl)-2-(5-methyl-2-((1-methyl-1H-pyrazol-5-yl)amino)pyrimidin-4-yl)-6,7-dihydroimidazo[1,2-a]pyrazin-8(5H)-one ClC=1C=C(CN2C(C=3N(CC2)C=C(N3)C3=NC(=NC=C3C)NC3=CC=NN3C)=O)C=CC1F